C(C)(C)(C)OC(=O)N1C[C@H]([C@@H](CC1)OCC#CC1=CC=2N(C=C1)C(=CN2)N2C(NC(CC2)=O)=O)C (3R,4R)-4-[3-[3-(2,4-Dioxohexahydropyrimidin-1-yl)imidazo[1,2-a]pyridin-7-yl]prop-2-ynyloxy]-3-methyl-piperidine-1-carboxylic acid tert-butyl ester